S(C)(=O)(=O)O.CN(S(=O)(=O)N1C(=NC=2C1=NC(=CC2)C2(C=NC(O2)C(C)C)C2=CC=C(C=C2)F)N)C 2-amino-5-(2-isopropyl-5-(4-fluorophenyl)oxazol-5-yl)imidazo[4,5-b]pyridine-3-sulfonic acid dimethylamide mesylate